magnesium silicate, ammonium salt [NH4+].[Si]([O-])([O-])([O-])O.[Mg+2]